C1(=CC=CC=C1)N1C(NC(CC1=O)=O)=O 1-Phenyl-2,4,6-trioxo-hexahydro-pyrimidin